1-[8-(5-chloropyridin-2-yl)-3,8-diazabicyclo[3.2.1]octan-3-yl]-3-{imidazo[1,2-a]pyridine-5-sulfonyl}propan-1-one ClC=1C=CC(=NC1)N1C2CN(CC1CC2)C(CCS(=O)(=O)C2=CC=CC=1N2C=CN1)=O